dimannopyranosyl-β-aminoethyl mannopyranoside O(C1[C@@H](O)[C@@H](O)[C@H](O)[C@H](O1)CO)CC(N)(C1[C@@H](O)[C@@H](O)[C@H](O)[C@H](O1)CO)C1[C@@H](O)[C@@H](O)[C@H](O)[C@H](O1)CO